2-chloro-[(2,4-dimethoxyphenyl)methyl]-2'-(2-methylpyrimidin-5-yl)spiro[4,5-dihydrothieno[2,3-c]pyran-7,4'-piperidine] ClC1=CC2=C(S1)C1(CC(N(CC1)CC1=C(C=C(C=C1)OC)OC)C=1C=NC(=NC1)C)OCC2